C(C=CC=CC=CC=CC=CC=CCCCCCCCCCCCCCCCCCCCCC)(=O)OCC(OC(C=C\C=C/C=C\C=C\C=C/C=C\CCCCCCCCC)=O)COP(=O)([O-])OCC[N+](C)(C)C 1-(16Z,19Z,22Z,24Z,28Z,31Z-tetratriacontahexaenoyl)-2-(4Z,7Z,10Z,13Z,16Z,19Z-docosahexaenoyl)-glycero-3-phosphocholine